tert-butyl 2-[(2S)-2-(2-cyanophenyl)pyrrolidin-1-yl]-7-azaspiro[3.5]nonane-7-carboxylate C(#N)C1=C(C=CC=C1)[C@H]1N(CCC1)C1CC2(C1)CCN(CC2)C(=O)OC(C)(C)C